2-(3-chloropropoxy)-1-methoxy-4-nitrobenzene ClCCCOC1=C(C=CC(=C1)[N+](=O)[O-])OC